FC1=NC=CC2=C1CC1CCC2N1C(=O)NC1=CC(=C(C=C1)C1=CN=CO1)OC 1-fluoro-N-(3-methoxy-4-(oxazol-5-yl)phenyl)-6,7,8,9-tetrahydro-5H-5,8-epiminocyclohepta[c]pyridine-10-carboxamide